3-hydroxymethyl-3-benzyloxetane OCC1(COC1)CC1=CC=CC=C1